COC1[C@H](CN(C1)C)COC=1C(=CC(=NC1)C)C1=CC=2N(C=C1)N=C(C2)NC(=O)C2CC2 R-N-[5-[5-[(4-methoxy-1-methyl-pyrrolidin-3-yl)methoxy]-2-methyl-4-pyridyl]pyrazolo[1,5-a]pyridin-2-yl]cyclopropanecarboxamide